2-butyl-2-ethyl-1,5-diaminopentane C(CCC)C(CN)(CCCN)CC